Cl.FC=1C=CC(=C(C(=O)N(C(C)C)C(C)C)C1)OC1=C(N=CN=N1)N1CC2(C1)CCN(CC2)C[C@@H]2CNCC2 (S)-5-fluoro-N,N-diisopropyl-2-((5-(7-(pyrrolidin-3-ylmethyl)-2,7-diazaspiro[3.5]Nonan-2-yl)-1,2,4-triazin-6-yl)oxy)benzamide hydrochloride